bis-{4-(benzotriazol-2-yl)phenyl}-(9,9-dimethyl-9H-fluoren-2-yl)-amine N=1N(N=C2C1C=CC=C2)C2=CC=C(C=C2)N(C2=CC=1C(C3=CC=CC=C3C1C=C2)(C)C)C2=CC=C(C=C2)N2N=C1C(=N2)C=CC=C1